C(CCNC(CCl)=O)NC(CCl)=O N,N'-(propane-1,3-diyl)bis(2-chloroacetamide)